CC1=CC=C(C(=O)N=[N+]=[N-])C=C1 p-methylbenzoylazide